ClC1=CC(=C(C=C1Cl)C1=CC=NCC1)OCOCC[Si](C)(C)C 4-(4,5-dichloro-2-((2-(trimethylsilyl)ethoxy)methoxy)phenyl)-5,6-dihydropyridine